BrC1=NN(C(=C1)C1=CC(CC1)=O)COCC[Si](C)(C)C 3-(3-bromo-1-((2-(trimethylsilyl)ethoxy)methyl)-1H-pyrazol-5-yl)cyclopent-2-enone